5-chloro-N-((1r,4r)-4-((3-(5-chloropyridin-2-yl)-6-fluoro-3-hydroxy-2-oxoindolin-1-yl)methyl)cyclohexyl)-2-(difluoromethyl)nicotinamide ClC=1C=NC(=C(C(=O)NC2CCC(CC2)CN2C(C(C3=CC=C(C=C23)F)(O)C2=NC=C(C=C2)Cl)=O)C1)C(F)F